[Cu].C(C)C1(C=CC=C1)C1=C(C=CC=C1)P(C1=CC=CC=C1)C1=CC=CC=C1 (ethylcyclopentadienyl)(triphenylphosphine) copper